C(C)(C)(C)OC(=O)N1CCC(CC1)CN1N=C(C2=CC=CC=C12)C(=O)OC methyl 1-((1-(tert-butoxycarbonyl) piperidin-4-yl)methyl)-1H-indazole-3-carboxylate